O1CCN(CC1)CCOC1=CC=C(C=C1)N1CCC2(CCN(C2)C(=O)OC(C)(C)C)CC1 tert-butyl 8-(4-(2-morpholinoethoxy)phenyl)-2,8-diazaspiro[4.5]decane-2-carboxylate